[Na+].C(#N)[BH3-] Cyanoborohydride sodium salt